N1C=CC=2C1=CC=CC2C(=O)O 4-benzoAzolecarboxylic acid